phenanthren-9-yl-methanol C1=CC=CC=2C3=CC=CC=C3C(=CC12)CO